C(C)(C)(C)OC(N[C@H](CNC[C@@H](CN1C2=CC=CC=C2C=2C=CC=CC12)O)C)=O ((S)-1-(((S)-3-(9H-carbazol-9-yl)-2-hydroxypropyl)amino)propan-2-yl)carbamic acid tert-butyl ester